2-(3,5-dimethyl-1H-pyrazol-1-yl)-5-methyl-N-(3-trifluoromethylphenyl)-5H-pyrrolo[3,2-d]pyrimidin-4-amine CC1=NN(C(=C1)C)C=1N=C(C2=C(N1)C=CN2C)NC2=CC(=CC=C2)C(F)(F)F